C(C)OC(CCC(=O)C1=CC2=C(S1)C=C(C(=C2)OCCCOC=2C=C1CN(CC1=CC2OC)C(CCC(=O)OCC)=O)O)=O ethyl 4-(5-(3-((2-(4-ethoxy-4-oxobutanoyl)-6-hydroxybenzo[b]thiophen-5-yl) oxy) propoxy)-6-methoxyisoindolin-2-yl)-4-oxobutanoate